(3S,4r,5R)-1-(3-(thiophen-3-yl)propyl)piperidine-3,4,5-triol S1C=C(C=C1)CCCN1C[C@@H](C([C@@H](C1)O)O)O